C(C1=CC=CC=C1)NC1=NC=C2N(C1=O)[C@@H](CC2)C(=O)O (S)-3-(benzylamino)-4-oxo-4,6,7,8-tetrahydropyrrolo[1,2-a]pyrazine-6-carboxylic acid